4-carboxyphenyl-4-oxo-pyridazine C(=O)(O)C1=CC=C(C=C1)C1N=NC=CC1=O